(R)-2-(4-(3-((4-methyl-4H-1,2,4-triazol-3-yl)methyl)oxetan-3-yl)-6-(3-methylmorpholino)pyridin-2-yl)-4-(trifluoromethyl)isoindolin-1-one CN1C(=NN=C1)CC1(COC1)C1=CC(=NC(=C1)N1[C@@H](COCC1)C)N1C(C2=CC=CC(=C2C1)C(F)(F)F)=O